Tert-butyl (3-((2-amino-7-bromoquinolin-4-yl)amino)propyl)carbamate NC1=NC2=CC(=CC=C2C(=C1)NCCCNC(OC(C)(C)C)=O)Br